FC(C(C(=O)N1CCCCC1)(C1=CC=CC=C1)O)(F)F 1-(3,3,3-trifluoro-2-hydroxy-2-phenylpropanoyl)piperidin